CC1=C(C(=C(C1[Hf]C1(C=CC2=CC=3CCCC3C=C12)C)C)C)C tetramethylcyclopentadienyl(1-methyl-1,5,6,7-tetrahydro-s-indacenyl)hafnium